COC1C(CNCC1)CO racemic-(4-methoxypiperidine-3-yl)methanol